7-(2,6-difluoro-3,5-dimethoxyphenyl)-9-methyl-3,6,7,9-tetrahydro-8H-imidazo[4',5':5,6]pyrido[4,3-d]pyrimidin-8-one FC1=C(C(=C(C=C1OC)OC)F)N1C(N(C2=C(C1)C=NC1=C2N=CN1)C)=O